tert-butyl ((1-(methylsulfonyl)-1H-pyrazol-3-yl)methyl)-carbamate CS(=O)(=O)N1N=C(C=C1)CNC(OC(C)(C)C)=O